C(CCCCC)C(COC1=C(C=O)C=C(C(=C1)C=O)OCC(CCCCCCCC)CCCCCC)CCCCCCCC 2,5-bis((2-hexyldecyl)oxy)terephthalaldehyde